3,9-dimethoxy-6-methyl-5H-dibenzo[c,e]Azepine-5,7(6H)-dione COC=1C=CC2=C(C(N(C(C3=C2C=CC(=C3)OC)=O)C)=O)C1